(9Z,11E,13E)-octadec-9,11,3-trienoic acid C(CC=CCCCC\C=C/C=C/CCCCCC)(=O)O